1-naphthyl isocyanat C1(=CC=CC2=CC=CC=C12)N=C=O